8-(4-Fluoro-2-methylphenyl)-9-(4-((1-(3-fluoropropyl)azetidin-3-yliden)methyl)-3-methylphenyl)-6,7-dihydro-5H-benzo[7]annulen FC1=CC(=C(C=C1)C=1CCCC2=C(C1C1=CC(=C(C=C1)C=C1CN(C1)CCCF)C)C=CC=C2)C